FC=1C=C(C=CC1F)C=1N=NN(C1)[C@@H]1[C@H]([C@@H](SC2=CC(=C(C=C2)C#N)Cl)O[C@@H]([C@@H]1O)CO)O 3-Chloro-4-cyanophenyl 3-deoxy-3-[4-(3,4-difluorophenyl)-1H-1,2,3-triazol-1-yl]-1-thio-α-D-galactopyranoside